OC(\C=C/CC1C(CCC1)=O)C cis-2-(4-hydroxy-2-penten-1-yl)cyclopentanone